C1(CC1)C=1SC(=CN1)C=1C=C(C=CC1)N(C(=O)[C@@H]1CC[C@H](CC1)NC(COCCN(C)C)=O)C[C@@H]1CC[C@H](CC1)C1=CC(=C(C=C1)OC)C trans-N-(3-(2-Cyclopropylthiazol-5-yl)phenyl)-4-(2-(2-(dimethylamino)ethoxy)acetamido)-N-((trans-4-(4-methoxy-3-methylphenyl)cyclohexyl)methyl)cyclohexanecarboxamide